4-Bromospiro[fluorene-9,9'-xanthene] BrC1=CC=CC2=C1C1=CC=CC=C1C21C2=CC=CC=C2OC=2C=CC=CC12